ClC=1C(=NC=C(C1)C(NC=1SC(=C(N1)C=1SC(=CC1)Cl)N1CCN(CC1)C1CCCCC1)=O)N1CCC(CC1)C(=O)O 1-(3-chloro-5-{[4-(5-chlorothien-2-yl)-5-(4-cyclohexylpiperazin-1-yl)-1,3-thiazol-2-yl]carbamoyl}pyridin-2-yl)piperidine-4-carboxylic acid